6-(3,5-dimethoxyphenyl)-3-(5-fluoro-2-nitrophenyl)-4,5,6,7-tetrahydro-1H-indazole COC=1C=C(C=C(C1)OC)C1CCC=2C(=NNC2C1)C1=C(C=CC(=C1)F)[N+](=O)[O-]